N-(furan-2-ylmethyl)-1H-pyrazolo[4,3-c]pyridin-4-amine O1C(=CC=C1)CNC1=NC=CC2=C1C=NN2